[O].[B].[B] diboron oxygen